(S)-(4-fluorophenyl)(phenyl)phosphine oxide FC1=CC=C(C=C1)P(C1=CC=CC=C1)=O